(S)-2-((2-((1-ethoxy-3,3-dimethyl-1,3-dihydro-[1,2]oxaborolo[4,3-b]pyridin-5-yl)amino)-5-(1,2,4-oxadiazol-5-yl)pyrimidin-4-yl)amino)-2-phenylethan-1-ol C(C)OB1OC(C2=NC(=CC=C21)NC2=NC=C(C(=N2)N[C@H](CO)C2=CC=CC=C2)C2=NC=NO2)(C)C